4-((1E)-3,3,3-trifluoro-1-propen-1-yl)benzoic acid FC(/C=C/C1=CC=C(C(=O)O)C=C1)(F)F